ClC1=NN=C2N1C1=CC=CC=C1C(=N2)N(C)C2=C(C(=CC=C2)C#CC(C)(C)C)F chloro-N-(3-(3,3-dimethylbut-1-yn-1-yl)-2-fluorophenyl)-N-methyl-[1,2,4]triazolo[4,3-a]quinazolin-5-amine